CC1=C(C=C2C(=N1)NC=C2)C(=O)O 6-methyl-1H-pyrrolo[2,3-b]pyridine-5-carboxylic acid